C(\C=C/CCO)O cis-2-pentene-1,5-diol